3-[(1-methyl-6-oxopiperidin-3-yl)oxy]-5-(5-methyl-1,3-thiazol-2-yl)benzoic acid CN1CC(CCC1=O)OC=1C=C(C(=O)O)C=C(C1)C=1SC(=CN1)C